6-(1-((1,5-dimethyl-1H-pyrazol-4-yl)sulfonyl)piperidin-4-yl)-8-fluoro-7-methyl-[1,2,4]triazolo[1,5-a]pyridine CN1N=CC(=C1C)S(=O)(=O)N1CCC(CC1)C=1C(=C(C=2N(C1)N=CN2)F)C